FC=1C(=NC=CC1)COC1=CC=C(C=N1)CC1=NOC(=C1)C=1C(=NC=CC1)N 3-(3-((6-((3-fluoropyridin-2-yl)methoxy)pyridin-3-yl)methyl)isoxazol-5-yl)pyridin-2-amine